C[N+](CC(C)O)(C)C N,N,N-Trimethyl-N-2-hydroxy-propylammonium